[2-(2-aminophenyl)phenyl]-methyl-sulfonyloxy-palladium NC1=C(C=CC=C1)C1=C(C=CC=C1)[Pd]OS(=O)(=O)C